p-methoxytrifluoromethyl-acetophenone COC1=CC=C(C=C1)C(CC(F)(F)F)=O